(2R)-2-amino-2-(3-chlorophenyl)-1-{2-[4-(difluoromethoxy)benzenesulfonyl]-2H,4H,5H,6H-pyrrolo[3,4-c]pyrazol-5-yl}ethan-1-one N[C@@H](C(=O)N1CC2=NN(C=C2C1)S(=O)(=O)C1=CC=C(C=C1)OC(F)F)C1=CC(=CC=C1)Cl